ClC1=C(C=C(C=C1)C1=CC=NC(N1[C@@H]1CCCC2=CC=CC=C12)C)NC 6-[4-chloro-3-(methylamino)phenyl]-2-methyl-N-[(1R)-1,2,3,4-tetrahydronaphthalen-1-yl]pyrimidin